2-(2'-hydroxy-3'-tert-butyl-5'-methylphenyl)-5-phenylsulfonyl-benzotriazole OC1=C(C=C(C=C1C(C)(C)C)C)N1N=C2C(=N1)C=CC(=C2)S(=O)(=O)C2=CC=CC=C2